N-ethyl-N-[3-[1H-imidazol-5-ylmethyl(methyl)amino]phenyl]pyridine-2-carboxamide C(C)N(C(=O)C1=NC=CC=C1)C1=CC(=CC=C1)N(C)CC1=CN=CN1